COC(C1=C(C(=C(C(=C1)Br)F)F)C)=O 5-bromo-3,4-difluoro-2-methylbenzoic acid methyl ester